(3R,4R)-4-{[5-(2,4-difluoro-phenyl)-isoxazole-3-carbonyl]-amino}-1-isopropyl-piperidine-3-carboxylic acid dimethylamide CN(C(=O)[C@@H]1CN(CC[C@H]1NC(=O)C1=NOC(=C1)C1=C(C=C(C=C1)F)F)C(C)C)C